ClC=1C(=NN(C1NC(=O)N[C@@H]1CN(C[C@H]1C1=CC(=C(C=C1)F)F)CCOC)C1=CC=CC=C1)C=1C=NN(C1)CCOC 1-(4-chloro-1'-(2-methoxyethyl)-1-phenyl-1H,1'H-[3,4'-bipyrazol]-5-yl)-3-((3S,4R)-4-(3,4-difluorophenyl)-1-(2-methoxyethyl)pyrrolidin-3-yl)urea